4-benzofuran-2-yl-5-chloro-N-(4-methylpiperazin-1-ylphenyl)pyrimidin-2-amine O1C(=CC2=C1C=CC=C2)C2=NC(=NC=C2Cl)NC2=C(C=CC=C2)N2CCN(CC2)C